ClC=1C=C(C=CC1Cl)C1=CC=C(C=C1)OC=1N=NNC1CO (4-((3',4'-dichloro-[1,1'-biphenyl]-4-yl)oxy)-1H-1,2,3-triazol-5-yl)methanol